The molecule is a pyrrolopyridine that is vemurafenib in which the p-chlorophenyl group has been replaced by chlorine. It is a potent and selective inhibitor of the Raf kinase B-Raf(V600E). It has a role as a B-Raf inhibitor and an antineoplastic agent. It is a pyrrolopyridine, a sulfonamide, a difluorobenzene, an organochlorine compound and an aromatic ketone. CCCS(=O)(=O)NC1=C(C(=C(C=C1)F)C(=O)C2=CNC3=C2C=C(C=N3)Cl)F